Di-Tert-Butyl Dicarbonate C(=O)(OC(C)(C)C)OC(=O)OC(C)(C)C